4-(2-chlorophenyl)-6,6-dimethyl-2-(2-(2-propenoyl)-2,6-diazaspiro[3.4]octan-6-yl)-6,7-dihydro-5H-cyclopenta[b]pyridine ClC1=C(C=CC=C1)C1=C2C(=NC(=C1)N1CC3(CN(C3)C(C=C)=O)CC1)CC(C2)(C)C